C(C1=CC=CC=C1)OCC(CN1C(NC(C1C1CC1)=O)=O)C(=O)N1CC2=CC(=C(C=C2C1)Cl)Cl (2-((benzyloxy)methyl)-3-(5,6-dichloro-isoindolin-2-yl)-3-oxopropyl)-5-cyclopropylimidazole-2,4-dione